C(C)(C)N1C(=NC2=C1C=CC(=C2)C)\C=C(\C2=CC=C(C=C2)OCC)/OC(C2=CC=C(C=C2)OCC)=O (Z)-2-(1-isopropyl-5-methyl-1H-benzo[d]imidazol-2-yl)-1-(4-ethoxy-phenyl)vinyl-4-ethoxybenzoate